(2S,4R)-allyl 4-(2-((1R,3R)-3-((2S,3S)-N,3-dimethyl-2-((R)-1-methylpiperidine-2-carboxamido)pentanamido)-1-methoxy-4-methylpentyl)thiazole-4-carboxamido)-2-methyl-5-phenylpentanoate CN(C([C@H]([C@H](CC)C)NC(=O)[C@@H]1N(CCCC1)C)=O)[C@H](C[C@@H](OC)C=1SC=C(N1)C(=O)N[C@H](C[C@@H](C(=O)OCC=C)C)CC1=CC=CC=C1)C(C)C